N-[(2S)-2-hydroxy-3-[6-(oxazol-5-ylmethoxy)-3,4-dihydro-1H-isoquinolin-2-yl]propyl]pyridine-4-carboxamide O[C@@H](CNC(=O)C1=CC=NC=C1)CN1CC2=CC=C(C=C2CC1)OCC1=CN=CO1